(2R,3S,4R,5R)-5-cyano-2-((2-cyclopentylacetoxy)methyl)-4-hydroxy-5-(4-((S)-2-methylbutanamido)pyrrolo[2,1-f][1,2,4]triazin-7-yl)tetrahydrofuran-3-yl (R)-2-amino-3,3-dimethylbutanoate N[C@@H](C(=O)O[C@@H]1[C@H](O[C@]([C@@H]1O)(C1=CC=C2C(=NC=NN21)NC([C@H](CC)C)=O)C#N)COC(CC2CCCC2)=O)C(C)(C)C